BrCC#CCCCCCONC(OC(C)(C)C)=O tert-butyl ((8-bromooct-6-yn-1-yl)oxy)carbamate